tert-Butyl (2R,5S)-4-(6-chloro-1-(2-isopropyl-4-methylpyridin-3-yl)-7-(2-(methylsulfonyl)phenyl)-2-oxo-1,2-dihydropyrido[2,3-d]pyrimidin-4-yl)-2,5-dimethylpiperazine-1-carboxylate ClC1=CC2=C(N(C(N=C2N2C[C@H](N(C[C@@H]2C)C(=O)OC(C)(C)C)C)=O)C=2C(=NC=CC2C)C(C)C)N=C1C1=C(C=CC=C1)S(=O)(=O)C